FC(C(=O)O)(F)F.FC(C(=O)O)(F)F.FC(C(=O)O)(F)F.N[C@@H](C(=O)N[C@@H](C(=O)NC(C(=O)N1CCC(CC1)C(=O)O)CCCC)CC(C)(C)F)CC1=CC=CC=C1 [2-[[(2R)-2-[[(2R)-2-amino-3-phenyl-propionyl]amino]-4-fluoro-4-methyl-pentanoyl]amino]hexanoyl]piperidine-4-carboxylic acid Tritrifluoroacetate